1-oxo-8-azaspiro[4.5]dec-2-ene-8-carboxylic acid benzyl ester C(C1=CC=CC=C1)OC(=O)N1CCC2(CC=CC2=O)CC1